C(C)(C)(C)OC(=O)NC(C(=O)O)CC1=CN=CC2=CC=CC=C12 2-((tert-Butoxycarbonyl)amino)-3-(isoquinolin-4-yl)propanoic acid